N-(3-(3-(1H-pyrazol-4-yl)quinoxaline-6-carbonyl)phenyl)-4-chloro-3-(trifluoromethyl)benzamide N1N=CC(=C1)C=1C=NC2=CC=C(C=C2N1)C(=O)C=1C=C(C=CC1)NC(C1=CC(=C(C=C1)Cl)C(F)(F)F)=O